C(C)(C)(C)OC(=O)NCC1=CC=C(C=C1)NC(OC1=CC=CC=C1)=O Phenyl (4-(((tert-Butoxycarbonyl)amino)methyl)phenyl)carbamate